(3,5-bis(benzyloxy)pyridin-2-yl)methanamine C(C1=CC=CC=C1)OC=1C(=NC=C(C1)OCC1=CC=CC=C1)CN